C(C)N(C(CC1CCOCC1)=O)C N-ethyl-N-methyl-2-(tetrahydro-2H-pyran-4-yl)acetamide